N,N-dimethyl-N'-(4-methyl-3-nitrophenyl)urea CN(C(=O)NC1=CC(=C(C=C1)C)[N+](=O)[O-])C